C1(CC1)CN1[C@H]2[C@@]3(CC[C@H]([C@H]4[C@@]3(C=3C(=C(C=CC3C2)O)O4)CC1)N(C(\C=C\C1=COC=C1)=O)C)O (2E)-N-[(5α,6β)-17-(cyclopropylmethyl)-3,14-dihydroxy-4,5-epoxymorphinan-6-yl]-3-(3-furyl)-N-methylacrylamide